C(C)N(CCOC1=C(C2=CC=CC=C2C=C1C)CC1=C(C(=CC2=CC=CC=C12)C)O)CC 1-((2-(2-(diethylamino)ethoxy)-3-methylnaphthalen-1-yl)methyl)-3-methylnaphthalen-2-ol